Methyl (Z)-3-((4-acetamidophenyl)chloromethylene)-2-oxoindoline-5-carboxylate C(C)(=O)NC1=CC=C(C=C1)/C(=C\1/C(NC2=CC=C(C=C12)C(=O)OC)=O)/Cl